BrC1=C(C=CC=C1)OS(=O)(=O)C1C2C(=C(C(C1)O2)C2=CC=C(C=C2)O)C2=CC=C(C=C2)NC(CCCCC[Se]C#N)=O 2-bromophenyl-5-(4-hydroxyphenyl)-6-(4-(6-selenocyano-hexanamido) phenyl)-7-oxabicyclo[2.2.1]hept-5-ene-2-sulfonate